COC1=C(C=CC=C1C1=NN(C=N1)C)NC1=NC(=NC=C1C(=O)O)NC1=NN(C=C1)C 4-(2-methoxy-3-(1-methyl-1H-1,2,4-triazol-3-yl)phenylamino)-2-(1-methyl-1H-pyrazol-3-ylamino)pyrimidine-5-carboxylic acid